N-(2-((5-bromo-2-chloropyrimidin-4-yl)amino)-4-chlorophenyl)-N-methyl-methanesulfonamide BrC=1C(=NC(=NC1)Cl)NC1=C(C=CC(=C1)Cl)N(S(=O)(=O)C)C